4-bromodibenzofuran-1,2,3,6,7,8,9-d7 BrC1=C(C(=C(C2=C1OC1=C2C(=C(C(=C1[2H])[2H])[2H])[2H])[2H])[2H])[2H]